NC1=NN=C(S1)C1(CCN(CC1)C(=O)OCC1=CC=CC=C1)F benzyl 4-(5-amino-1,3,4-thiadiazol-2-yl)-4-fluoro-piperidine-1-carboxylate